2-(1H-1,2,3-benzotriazol-1-yl)-N-(2,3-dihydro-1H-inden-2-yl)acetamide N1(N=NC2=C1C=CC=C2)CC(=O)NC2CC1=CC=CC=C1C2